C(C)(=O)C=1C=NC2=C(C=CC=C2C1)C=1N=C(N(C1)CC)S(=O)(=O)N (3-Acetylquinolin-8-yl)-1-ethyl-1H-imidazole-2-sulfonamide